C(=O)(O)COC1=CC=2C(C3=CC=CC=C3SC2C=C1)=O 2-(Carboxymethoxy)thioxanthone